FC1=C(C=CC(=C1)F)C1=CC(=C(C=C1)OC)NC1=NC=NC2=CC(=C(C=C12)OC1CCN(CC1)C(C=C)=O)OC1CN(CC1)CCOC 1-(4-((4-((2',4'-difluoro-4-methoxy-[1,1'-biphenyl]-3-yl)amino)-7-((1-(2-methoxyethyl)pyrrolidin-3-yl)oxy)quinazolin-6-yl)oxy)piperidin-1-yl)prop-2-en-1-one